3-amino-4-(7-chloro-1H-indazol-4-yl)-6-methyl-1H-1,7-phenanthrolin-2-one NC=1C(NC2=C3C=CC=NC3=C(C=C2C1C1=C2C=NNC2=C(C=C1)Cl)C)=O